(6-(2-methoxyphenyl)pyrazolo[1,5-a]pyridin-3-yl)piperazine-1-carboxylic acid tert-butyl ester C(C)(C)(C)OC(=O)N1C(CNCC1)C=1C=NN2C1C=CC(=C2)C2=C(C=CC=C2)OC